N-[4-[(4-sec-butylaminophenyl)methyl]phenyl]aniline C(C)(CC)NC1=CC=C(C=C1)CC1=CC=C(C=C1)NC1=CC=CC=C1